C\C(=C/CCC1(OC1)C=C)\CCC=C(C)C (e)-2-(4,8-dimethylnona-3,7-dien-1-yl)-2-vinyloxirane